CN(C)CC1=CC=C(COC2=CC=CC=3NC4=CC=CC=C4C23)C=C1 4-(4-(N,N-dimethyl)aminomethylbenzyloxy)-9H-carbazole